N=S(/C=C/CNC(=O)C=1C(NC=2CCN(CC2C1)C(=O)OCCF)=O)(C1=CC=CC=C1)=O 2-fluoroethyl 3-{[(2E)-3-[imino(oxo)phenyl-λ6-sulfanyl]prop-2-en-1-yl]carbamoyl}-2-oxo-1,2,5,6,7,8-hexahydro-1,6-naphthyridine-6-carboxylate